[Cl-].[Cl-].C1(=CC=CC=C1)C1=CC=NC2=C3N=CC=C(C3=CC=C12)C1=CC=CC=C1.C1(=CC=CC=C1)C1=CC=NC2=C3N=CC=C(C3=CC=C12)C1=CC=CC=C1.C1(=CC=CC=C1)C1=CC=NC2=C3N=CC=C(C3=CC=C12)C1=CC=CC=C1.[Ru+2] ruthenium tris(4,7-diphenyl-1,10-phenanthroline) dichloride